C(C1=CC=CC=C1)C1(CC(=NO1)CNC(=O)C=1C=2C=NN(C2C=CC1)C)C(=O)OC methyl 5-benzyl-3-((1-methyl-1H-indazole-4-carboxamido)methyl)-4,5-dihydroisoxazole-5-carboxylate